C(C)(C)(C)OC(=O)N1C[C@@H]2COC3=C(CN2CC1)C(=NC=C3Cl)Cl (6aR)-1,4-dichloro-6a,7,9,10-tetrahydro-12H-pyrazino[2,1-c]pyrido[3,4-f][1,4]oxazepin-8(6H)-carboxylic acid tert-butyl ester